ClC1=C(C=C(C(=C1)F)N1C(N(C(N(C1=O)C)=S)C)=O)S(=O)(=O)Cl 2-chloro-5-(3,5-dimethyl-2,6-dioxo-4-thioxo-1,3,5-triazin-1-yl)-4-fluoro-benzenesulfonyl chloride